CN(C)C=CC(=O)C1=C(C=C(C=C1)Br)F β-(N,N-dimethylamino)acryloyl-4-bromo-2-fluorobenzene